COC(=O)C1(CCOCC1)C1=NC(=C(C=C1)NC(=O)OC(C)(C)C)NC([C@H](C1CCC(CC1)(F)F)NC(=O)OCC1=CC=CC=C1)=O 4-[6-{[(2S)-2-(benzyloxycarbonylamino)-2-(4,4-difluorocyclohexyl)acetyl]-amino}-5-(tert-butoxycarbonylamino)pyridin-2-yl]tetrahydropyran-4-carboxylic acid methyl ester